p-toluyl isothiocyanate C1(=CC=C(C=C1)N=C=S)C